3-(N-(5-chloro-4-methylpyridin-3-yl)-5-(trifluoromethyl)-1H-benzo[d]imidazole-2-carboxamido)-2,2-difluoropropanoic acid ClC=1C(=C(C=NC1)N(C(=O)C1=NC2=C(N1)C=CC(=C2)C(F)(F)F)CC(C(=O)O)(F)F)C